N(=[N+]=[N-])[C@H]1[C@@H]2O[C@@H]2CCC1 (1S,2R,6R)-2-azido-7-oxabicyclo[4.1.0]heptane